1-CYCLOPROPYL-1H-IMIDAZOLE-2-CARBALDEHYDE C1(CC1)N1C(=NC=C1)C=O